COC1=NC=C(C=N1)B(O)O (2-methoxypyrimidin-5-yl)boronic acid